3-(3-methyl-2-methylenebutoxy)propionitrile CC(C(COCCC#N)=C)C